7-Bromo-4,4-dimethylisoquinoline-1,3(2H,4H)-dione BrC1=CC=C2C(C(NC(C2=C1)=O)=O)(C)C